FC1(CC(C1)OCC(=O)N(C)OC)F 2-(3,3-Difluorocyclobutoxy)-N-methoxy-N-methylacetamide